C(#N)C=1C=C(C=CC1)C1=NN2C(N=C(C=C2)C(=O)NCCC(C)(C)NC(OC(C)(C)C)=O)=C1C1=CC(=NC(=C1)C)C tert-Butyl N-[3-[[2-(3-cyanophenyl)-3-(2,6-dimethyl-4-pyridyl)pyrazolo[1,5-a]pyrimidine-5-carbonyl]amino]-1,1-dimethyl-propyl]carbamate